N-(2-(4-((1S,4S)-2-oxa-5-azabicyclo[2.2.1]hept-ane-5-yl)piperidine-1-yl)-4-methoxy-5-((6-((R)-3-(naphthalene-2-yl)isoxazolidine-2-yl)pyrimidine-4-yl)amino)phenyl)acrylamide [C@@H]12OC[C@@H](N(C1)C1CCN(CC1)C1=C(C=C(C(=C1)OC)NC1=NC=NC(=C1)N1OCC[C@@H]1C1=CC3=CC=CC=C3C=C1)NC(C=C)=O)C2